OC1(CN(CC1)C=1C(N(C=CC1)C)=O)C 3-(3-hydroxy-3-methylpyrrolidin-1-yl)-1-methylpyridin-2(1H)-one